CC(C)(C)S(=O)N=C(C)C=1SC=C(N1)C 2-methyl-N-(1-(4-methylthiazol-2-yl)ethylidene)propane-2-sulfinamide